BrC=1C(=CC=2N(C1)C=C(N2)C21COC(CC2)(CC1)C)OC1CCC1 6-bromo-7-cyclobutoxy-2-(1-methyl-2-oxabicyclo[2.2.2]octan-4-yl)imidazo[1,2-a]pyridine